FC(F)(F)OP(OC(F)(F)F)(O)=O bis-trifluoromethyl-phosphoric acid